N-(2-{[(5-bromothiophen-2-yl)methyl]sulfanyl}ethyl)-1-(thiophene-2-carbonyl)piperidine-3-carboxamide BrC1=CC=C(S1)CSCCNC(=O)C1CN(CCC1)C(=O)C=1SC=CC1